(E)-N-(4-(1-(4-(1-(5-((2-(2,6-dioxopiperidin-3-yl)-1-oxoisoindolin-5-yl)thio)pentyl)piperidin-4-yl)benzoyl)piperidin-4-yl)butyl)-3-(pyridin-3-yl)acrylamide O=C1NC(CCC1N1C(C2=CC=C(C=C2C1)SCCCCCN1CCC(CC1)C1=CC=C(C(=O)N2CCC(CC2)CCCCNC(\C=C\C=2C=NC=CC2)=O)C=C1)=O)=O